[13CH2]([C@@H](O)[C@@H](O)[C@H](O)[C@H](O)CO)O D-mannitol-13C